N[C@H]1CN(CC1)C(=O)C=1NC2=C(C(=C(C=C2C1)F)F)F (R)-(3-Aminopyrrolidin-1-yl)(5,6,7-trifluoro-1H-indol-2-yl)methanone